O1C(=CC=C1C(=O)OCC)C(=O)OCC diethyl furan-2,5-dicarboxylate